N-(1,3-benzodioxol-5-yl)-3-[4-chloro-3-methyl-5-(5-methyl-1,3,4-oxadiazol-2-yl)pyrazol-1-yl]-N-methyl-benzamide O1COC2=C1C=CC(=C2)N(C(C2=CC(=CC=C2)N2N=C(C(=C2C=2OC(=NN2)C)Cl)C)=O)C